(R)-2-bromo-3-phenylpropanoic acid Br[C@@H](C(=O)O)CC1=CC=CC=C1